α-(p-tolyl)benzyl mercaptan C1(=CC=C(C=C1)C(C1=CC=CC=C1)S)C